N-(2-aminophenyl)-6-(2-(2-fluorophenyl)-4-oxo-1,4-dihydroquinazolin-3(2H)-yl)hexanamide NC1=C(C=CC=C1)NC(CCCCCN1C(NC2=CC=CC=C2C1=O)C1=C(C=CC=C1)F)=O